BrC1=CC=C(C=C1)[C@H](C)NC(C(F)(F)F)=O (S)-N-(1-(4-bromophenyl)ethyl)-2,2,2-trifluoroacetamide